C(=O)N1C=2C(NC(=NC2NC[C@@H]1CNC1=CC=C(C(N[C@@H](CCC(=O)O)C(=O)O)=O)C=C1)N)=O 5-formyl-(6S)-tetrahydrofolic acid